4-(((R)-1-(3-(difluoro((S)-tetrahydrofuran-2-yl)methyl)-2-fluorophenyl)ethyl)amino)-2-methyl-6-(tetrahydro-2H-pyran-4-yl)pyrido[3,4-d]pyridazine-1,7(2H,6H)-dione FC(C=1C(=C(C=CC1)[C@@H](C)NC1=NN(C(C=2C1=CN(C(C2)=O)C2CCOCC2)=O)C)F)([C@H]2OCCC2)F